oxaspiro[3.5]nonan O1CCC12CCCCC2